NC=1C=2N(C=CN1)C(=NC2C2=C(C=C(C(=O)NC1=NC=CC(=C1)C(F)(F)F)C=C2)OCC)[C@H]2CN1[C@@H](CO2)CNC2(C1=O)CC2 4-{8-Amino-3-[(3'R,9a'R)-6'-oxohexahydrospiro[cyclopropan-1,7'-pyrazino[2,1-c][1,4]oxazin]-3'-yl]imidazo[1,5-a]pyrazin-1-yl}-3-ethoxy-N-[4-(trifluoromethyl)pyridin-2-yl]benzamid